bis(pentafluoroethyl)-4,4'-dihydroxybiphenyl FC(C(F)(F)F)(F)C=1C(=C(C=CC1O)C1=CC=C(C=C1)O)C(C(F)(F)F)(F)F